C(C)(C)(C)OC(=O)N1C[C@H](N(CC1)C1CC2(C1)CCN(CC2)C2=NC=C(C(=O)O)C(=C2)OC=2C=C1C(=NC2OC)NC=C1F)C1=C(C=CC=C1)C(C)C (R)-6-(2-(4-(tert-butoxycarbonyl)-2-(2-isopropylphenyl)piperazin-1-yl)-7-azaspiro[3.5]nonan-7-yl)-4-((3-fluoro-6-methoxy-1H-pyrrolo[2,3-b]pyridin-5-yl)oxy)nicotinic acid